2-(2,6-dioxopiperidin-3-yl)-4-(((2-((1s,4s)-4-(4-fluorobenzyl)cyclohexyl)oxazole-5-yl)methyl)amino)isoindoline-1,3-dione O=C1NC(CCC1N1C(C2=CC=CC(=C2C1=O)NCC1=CN=C(O1)C1CCC(CC1)CC1=CC=C(C=C1)F)=O)=O